FC1(CCC(CC1)[C@@H](C=1OC2=C(N1)C=C(C=C2)[C@@H](COC)N2C(N[C@@H](C2)C(F)(F)F)=O)NC(OCC2=CC=CC=C2)=O)F Benzyl ((S)-(4,4-difluorocyclohexyl)(5-((S)-2-methoxy-1-((S)-2-oxo-4-(trifluoromethyl)imidazolidin-1-yl)ethyl)benzo[d]oxazol-2-yl)methyl)carbamate